N1C=CC2=CC(=CC=C12)CN1C2CN(CC1C2)C2=NC=C(C=C2)C=2C1=C(N=CN2)NC=C1 6-((1H-indol-5-yl)methyl)-3-(5-(7H-pyrrolo[2,3-d]pyrimidin-4-yl)pyridin-2-yl)-3,6-diazabicyclo[3.1.1]heptane